FC1=CC=C2C(=CC=NC2=C1)C1=C(N=CN1C)C1=C(C=C(CNCCCCN)C=C1C)C N1-(4-(5-(7-fluoroquinolin-4-yl)-1-methyl-1H-imidazol-4-yl)-3,5-dimethylbenzyl)butane-1,4-diamine